4-((2,2-dimethylpropyl-1,1-d2)amino)quinoline-3-carbonitrile CC(C([2H])([2H])NC1=C(C=NC2=CC=CC=C12)C#N)(C)C